FC(CCN(C(OC(C)(C)C)=O)C)(S(=O)(=O)C1=NC=CC=C1)F tert-Butyl (3,3-difluoro-3-(pyridin-2-ylsulfonyl)propyl)(methyl)carbamate